OCCNC(C=C)=O N-hydroxyethyl-acryl-amide